(S)-3-Chloro-N1-{2-methyl-4-[1,2,2,2-tetrafluoro-1-(trifluoromethyl)ethyl]phenyl}-N2-(1-methyl-2-methylsulfonyl-ethyl)phthalamid ClC1=C(C(C(=O)NC2=C(C=C(C=C2)C(C(F)(F)F)(C(F)(F)F)F)C)=CC=C1)C(=O)N[C@H](CS(=O)(=O)C)C